Tert-butyl 5-(benzyloxy)-3',6'-dihydro-[2,4'-bipyridine]-1'(2'H)-carboxylate C(C1=CC=CC=C1)OC=1C=CC(=NC1)C=1CCN(CC1)C(=O)OC(C)(C)C